C(#N)CNC(C1=C(C=C(C=C1OC)C1=CN=C2N1C=CC(=C2)OCCCN2CCCCC2)OC(F)F)=O N-(cyanomethyl)-2-(difluoromethoxy)-6-methoxy-4-[7-[3-(1-piperidyl)propoxy]imidazo[1,2-a]pyridin-3-yl]benzamide